3,3'-oxybis-1-propanol O(CCCO)CCCO